C(CCCCCCCCCCCCCCC)(=O)OC(CO)COP(=O)([O-])OCC[N+](C)(C)C 2-palmitoyl-glycero-3-phosphocholine